N1=CC=C2C1=CC=1N2C=CN1 imidazo[1,2-a]pyrrolo[2,3]pyrrole